2,6-dimethoxy-N-(5-(pyridazin-3-yloxy)-3,4-dihydro-2H-chromeno[8,7-d]isoxazol-9-yl)benzenesulfonamide COC1=C(C(=CC=C1)OC)S(=O)(=O)NC1=NOC=2C1=C1OCCCC1=C(C2)OC=2N=NC=CC2